C(C)N1N=CC(=C1N1C(C2=CC=CC=C2C1=O)=O)I 2-(2-ethyl-4-iodo-pyrazol-3-yl)isoindoline-1,3-dione